3'-(3-(3-hydroxypyrrolidin-1-yl)propoxy)-2,2'-dimethyl-[1,1'-biphenyl] OC1CN(CC1)CCCOC=1C(=C(C=CC1)C1=C(C=CC=C1)C)C